C(C1=CC=CC=C1)[C@@H]1CC2(CN(C2)C(=O)C2CC(C2)(C)O)CC1 |r| (rac)-(6-Benzyl-2-azaspiro[3.4]octan-2-yl)((1s,3s)-3-hydroxy-3-methylcyclobutyl)methanon